C(C)(C)(C)OC(=O)N1CC2(CC2C1)C(NC=1C=C2C(=NC=NC2=CC1OC)C=1C(=NN(C1)C)C1=C(C=CC=C1)F)=O 1-((4-(3-(2-fluorophenyl)-1-methyl-1H-pyrazol-4-yl)-7-methoxyquinazolin-6-yl)carbamoyl)-3-azabicyclo[3.1.0]hexane-3-carboxylic acid tert-butyl ester